CCCCCCCCC(CCCCCCCC)OC(CCCCCCC(=O)OC(COP(=O)(O)OCC[N+](C)(C)C)COC(CCCCCCC(OC(CCCCCCCC)CCCCCCCC)=O)=O)=O 2-(((2,3-Bis((8-(heptadecan-9-yloxy)-8-oxooctanoyl)oxy)propoxy)(hydroxy)-phosphoryl)oxy)-N,N,N-trimethylethan-1-aminium